tert-Butyl 4-(1-(2-chloro-4-fluorophenoxy)-2,2,2-trifluoroethyl)piperidine-1-carboxylate ClC1=C(OC(C(F)(F)F)C2CCN(CC2)C(=O)OC(C)(C)C)C=CC(=C1)F